C(C)(C)(C)OC(=O)N(C(OC(C)(C)C)=O)CCCCN(CCC#CC)C1=C2CN(C(C2=CC=C1)=O)C1C(NC(CC1)=O)=O tert-butyl (tert-butoxycarbonyl)(4-((2-(2,6-dioxopiperidin-3-yl)-1-oxoisoindolin-4-yl)(pent-3-yn-1-yl)amino)butyl)carbamate